bis(3,5-dimethyl-4-nitryloxyphenyl) terephthalate C(C1=CC=C(C(=O)OC2=CC(=C(C(=C2)C)O[N+](=O)[O-])C)C=C1)(=O)OC1=CC(=C(C(=C1)C)O[N+](=O)[O-])C